OC(CCC=O)(C1=NC=CC=C1)C1=CC=CC=C1 4-hydroxy-4-phenyl-4-(pyridine-2-yl)-1-butanone